C(C)OC(CCC(=O)N1CC2=CC(=C(C=C2C1)OCCCOC1=C(C(=C2CN(CC2=C1)C(CCC(=O)OCC)=O)F)OC)OC)=O ethyl 4-(6-(3-((2-(4-ethoxy-4-oxobutanoyl)-6-methoxyisoindolin-5-yl) oxy) propoxy)-4-fluoro-5-methoxyisoindolin-2-yl)-4-oxobutanoate